5-[(5-{3-[(3S)-3-aminobutoxy]-5-methoxypyridin-4-yl}-1H-pyrazole-3-yl)amino]pyrazine-2-carbonitrile N[C@H](CCOC=1C=NC=C(C1C1=CC(=NN1)NC=1N=CC(=NC1)C#N)OC)C